N-(2-carbamoyl-4-cyano-6-methyl-phenyl)-5-chloro-2-(2,2-difluoroethyl)pyrazole-3-carboxamide C(N)(=O)C1=C(C(=CC(=C1)C#N)C)NC(=O)C=1N(N=C(C1)Cl)CC(F)F